butyl (5-allyl-6-phenylpyridin-3-yl)carbamate C(C=C)C=1C=C(C=NC1C1=CC=CC=C1)NC(OCCCC)=O